CN1CC(C1)(C)[C@@](C=1C=C(C=NC1)C1=NN(C(=N1)C1CCOCC1)CCCC(=O)N)(C1=CC=C(C=C1)C(C)C)O {2-[3-{5-[(R)-(1,3-dimethyl-azetidin-3-yl)-hydroxy-(4-isopropyl-phenyl)-methyl]-pyridin-3-yl}-5-(tetrahydro-pyran-4-yl)-[1,2,4]triazol-1-yl]-ethyl}-acetamide